C1(=CC=CC=C1)N1N(C(=C(C1=O)NC)C)C.[Mg] magnesium 1-phenyl-2,3-dimethyl-4-methylaminopyrazolin-5-one